FC1=CC=C(C=C1)OC(NC(CS(=O)(=O)C(C)C1=CC=C(C=C1)C#N)CC)=O N-(1-(1-(4-cyano-phenyl)-ethanesulfonyl)-but-2-yl)carbamic acid-(4-fluorophenyl)ester